[Cl-].C(CCCCCCCCCCCCCCC)[N+](CC1=CC=CC=C1)(C)C cetyl-Dimethylbenzyl-ammonium chloride